2-((1-(6-Methyl-2-(2-methyl-2H-pyrazolo[4,3-b]pyridin-5-yl)-4-oxo-4H-chromen-8-yl)ethyl)amino)benzoic acid CC=1C=C2C(C=C(OC2=C(C1)C(C)NC1=C(C(=O)O)C=CC=C1)C=1C=CC=2C(N1)=CN(N2)C)=O